1-(1-(4-Chloro-3-fluorophenyl)piperidin-4-yl)piperazine ClC1=C(C=C(C=C1)N1CCC(CC1)N1CCNCC1)F